C(C)(C)(C)[Si](OCC(CCO)(F)F)(C1=CC=CC=C1)C1=CC=CC=C1 4-{[tert-butyl-(diphenyl)silyl]oxy}-3,3-difluorobutan-1-ol